N1=CN=CC2=NC(C3(N=C12)CC3)=O 6'H-spiro[cyclopropane-1,7'-pteridine]-6'-one